2-(3-amino-1H-Pyrazole-1-yl)acetic acid tert-butyl ester C(C)(C)(C)OC(CN1N=C(C=C1)N)=O